C(C=C)OC1=NC(=NC(=N1)OCC=C)OCC=C 2,4,6-triallyloxy-1,3,5-Triazine